ethyl 2-(5-(1-(benzo[d][1,3]dioxol-5-yl)cyclopropanecarboxamido)-1H-indol-2-yl)propanoate O1COC2=C1C=CC(=C2)C2(CC2)C(=O)NC=2C=C1C=C(NC1=CC2)C(C(=O)OCC)C